C(C)(C)OCCN1CC(CC1)C(=O)NC=1N=CC2=CC=C(C=C2C1)C=1C=NN(C1)C 1-(2-isopropoxyethyl)-N-(6-(1-methyl-1H-pyrazol-4-yl)isoquinolin-3-yl)pyrrolidine-3-carboxamide